COC1=C(C=C(C(=O)O)C=C1)S(NC1=C(C=CC(=C1)S(=O)(=O)C)N1CCCCC1)(=O)=O 4-methoxy-3-(N-(5-(methylsulfonyl)-2-(piperidin-1-yl)phenyl)sulfamoyl)benzoic acid